salicylaldehyde isonicotinyl hydrazone C(C1=CC=NC=C1)NN=CC=1C(O)=CC=CC1